ClC1=C(C(=C2C=NN(C2=C1)C1OCCCC1)B1OC(C(O1)(C)C)(C)C)CCCN1COC=C1C1N(CCCC1)C(=O)[O-] 2-(3-(6-chloro-1-(tetrahydro-2H-pyran-2-yl)-4-(4,4,5,5-tetramethyl-1,3,2-dioxaborolan-2-yl)-1H-indazol-5-yl propyl)oxazol-4-yl)piperidine-1-carboxylate